tert-butyl (2R,4R)-4-fluoro-2-(2-(phenylsulfonamido)ethyl)pyrrolidine-1-carboxylate F[C@@H]1C[C@H](N(C1)C(=O)OC(C)(C)C)CCNS(=O)(=O)C1=CC=CC=C1